3-((6-chloro-2-(((2S,4R)-1-(5-chloro-6-(trifluoromethyl)pyridin-2-yl)-4-hydroxypyrrolidin-2-yl)methyl)-2,3,4,9-tetrahydro-1H-pyrido[3,4-b]indol-1-yl)methyl)-1-methyl-1H-imidazol-3-ium ClC=1C=C2C3=C(NC2=CC1)C(N(CC3)C[C@H]3N(C[C@@H](C3)O)C3=NC(=C(C=C3)Cl)C(F)(F)F)C[N+]3=CN(C=C3)C